9Z-dodecadienal C(C=CC=CCCCCCCC)=O